ClC1=NC=CC2=C1N=NC=C2 8-chloropyrido[3,4-c]pyridazin